C(C1=CC=CC=C1)C1=C2N(C=C(N1)C1=CC(=CC=C1)O[Si](C)(C)C(C)(C)C)C(C(=N2)CC2=CC=C(C=C2)OC)=O 8-benzyl-6-(3-((tert-butyldimethylsilyl)oxy)phenyl)-2-(4-methoxyphenylmethyl)imidazo[1,2-a]Pyrazin-3(7H)-one